1,1,5,5-Tetra(5-tert-butyl-4-hydroxy-2-methylphenyl)-pentane C(C)(C)(C)C=1C(=CC(=C(C1)C(CCCC(C1=C(C=C(C(=C1)C(C)(C)C)O)C)C1=C(C=C(C(=C1)C(C)(C)C)O)C)C1=C(C=C(C(=C1)C(C)(C)C)O)C)C)O